(S)-1-(4-(2-(4-bromophenyl)-but-3-yn-2-yl)thiazol-2-yl)-3-(2-hydroxyethyl)-urea BrC1=CC=C(C=C1)[C@](C)(C#C)C=1N=C(SC1)NC(=O)NCCO